FC1=C(C=CC=C1)N1N=NC(=C1C)C(C)N1C=C(C2=C1N=CN=C2N)C=2C=NC(=NC2)C(F)(F)F 7-{1-[1-(2-Fluorophenyl)-5-methyl-1H-1,2,3-triazol-4-yl]ethyl}-5-[2-(trifluoromethyl)pyrimidin-5-yl]-7H-pyrrolo[2,3-d]pyrimidin-4-amine